C(C1=CC=CC=C1)N1CC(=C(C(=O)O)C=C1)O 1-benzyl-3-hydroxyisonicotinic acid